N-(3-((5-(4-bromo-3,5-difluorophenyl)-2-((1-methyl-1H-pyrazol-4-yl)amino)pyrimidin-4-yl)amino)phenyl)acrylamide BrC1=C(C=C(C=C1F)C=1C(=NC(=NC1)NC=1C=NN(C1)C)NC=1C=C(C=CC1)NC(C=C)=O)F